N-methyl-2-aminopropan CNC(C)C